NC1=NN2C(C=C(C=C2)C=2C=NC(=C(C(=O)[O-])C2)CC)=N1.[Li+] lithium 5-(2-amino-[1,2,4]triazolo[1,5-a]pyridin-7-yl)-2-ethylnicotinate